C[C@@H]1N(C[C@H](N(C1)CC=1N=NN(C1)S(=O)(=O)CCC(F)(F)F)C)C1=C(C(N(C2=CC=CC=C12)C)=O)C#N 4-((2S,5R)-2,5-dimethyl-4-((1-((3,3,3-trifluoropropyl)sulfonyl)-1H-1,2,3-triazol-4-yl)methyl)-piperazin-1-yl)-1-methyl-2-oxo-1,2-dihydroquinoline-3-carbonitrile